OC1=C2C(CC(OC2=C(C(=C1)O)CCC(=C)C)C1=CC(=C(C=C1)O)O)=O 5,7,3',4'-tetrahydroxy-8-isopentenyl-dihydroflavone